4-Methoxymethoxy-but-2-ynoic acid [4-(3-bromo-phenylamino)-quinazolin-6-yl]-amide BrC=1C=C(C=CC1)NC1=NC=NC2=CC=C(C=C12)NC(C#CCOCOC)=O